C(C)(C)(C)N(C(=O)OCCN(C)C=1C2=C(N=C(N1)N)C=C(S2)I)CC2=C(C(=CC=C2B2OC(C(O2)(C)C)(C)C)OC)F 2-((2-amino-6-iodothieno[3,2-d]pyrimidin-4-yl)(methyl)amino)ethanol tert-butyl-(2-fluoro-3-methoxy-6-(4,4,5,5-tetramethyl-1,3,2-dioxaborolan-2-yl)benzyl)carbamate